5-Methyl-N-[2-(pyridin-3-yl)-1,3-benzoxazol-5-yl]pyridine-3-carboxamide CC=1C=C(C=NC1)C(=O)NC=1C=CC2=C(N=C(O2)C=2C=NC=CC2)C1